tert-butyl 3-(4-((tert-butoxycarbonyl)(furan-2-ylmethyl)amino)-2-chloro-7-methylthieno[3,2-d]pyrimidin-6-yl)azetidine-1-carboxylate C(C)(C)(C)OC(=O)N(C=1C2=C(N=C(N1)Cl)C(=C(S2)C2CN(C2)C(=O)OC(C)(C)C)C)CC=2OC=CC2